n-Butyrophenone C(CCC)(=O)C1=CC=CC=C1